S(C1=C(C=C(C(=C1)C(C)(C)C)O)C)C1=C(C=C(C(=C1)C(C)(C)C)O)C 4,4'-thiobis(6-tertiary butyl-3-methyl-phenol)